ClC1=CC=C(C=C1)C=1OC2=C(C1)CCCC2 2-(4-chlorophenyl)-4,5,6,7-tetrahydrobenzofuran